C(C)(C)(C)OC(=O)N1CC(C1)N1N=CC(=C1)C1=NC(=NC(=C1C)C(F)F)S(=O)(=O)C.OC(C)C1=C2C(C(=C(OC2=CC=C1C)C=1C=C2C=C(NC2=CC1)C)C)=O (1-hydroxyethyl)-3,6-dimethyl-2-(2-methylindol-5-yl)chromen-4-one tert-butyl-3-[4-[6-(difluoromethyl)-5-methyl-2-methylsulfonyl-pyrimidin-4-yl]pyrazol-1-yl]azetidine-1-carboxylate